2-Oxepanon O1C(CCCCC1)=O